4-bromo-6-(trifluoromethyl)pyridin-3-amine BrC1=C(C=NC(=C1)C(F)(F)F)N